(S)-1-(2-(8-amino-1-(2-methyl-4-anilinobenzoyl)imidazo[1,5-a]pyrazin-3-yl)pyrrolidin-1-yl)but-2-yn-1-one potassium [K].NC=1C=2N(C=CN1)C(=NC2C(C2=C(C=C(C=C2)NC2=CC=CC=C2)C)=O)[C@H]2N(CCC2)C(C#CC)=O